3-(5-((2-(2-methoxyphenyl)pyrimidin-4-yl)methoxy)-3-methyl-1H-pyrazol-1-yl)propanoic acid COC1=C(C=CC=C1)C1=NC=CC(=N1)COC1=CC(=NN1CCC(=O)O)C